[Li].CC1=CC=CC=2N1C(=CN2)C(=O)O 5-methylimidazo[1,2-a]pyridine-3-carboxylic acid lithium